(4R)-6-chloro-5-fluoro-1'-(3-(1-(4-methyl-1H-benzo[d]imidazol-6-yl)propyl)-1H-1,2,4-triazole-5-carbonyl)spiro[benzo[d][1,3]oxazin-4,3'-piperidin]-2(1H)-one ClC1=C(C2=C(NC(O[C@@]23CN(CCC3)C(=O)C3=NC(=NN3)C(CC)C=3C=C(C2=C(NC=N2)C3)C)=O)C=C1)F